(2S,4R)-2-(((S)-(3,5-difluoro-4-isopropylphenyl)(phenyl)methyl)carbamoyl)-4-fluoropyrrolidin-1-ium 2,2,2-trifluoroacetate FC(C(=O)[O-])(F)F.FC=1C=C(C=C(C1C(C)C)F)[C@H](C1=CC=CC=C1)NC(=O)[C@H]1[NH2+]C[C@@H](C1)F